BrCC1=CC=C(C=C1)C1=NC=CC(=C1)C(F)(F)F 2-[4-(bromomethyl)phenyl]-4-(trifluoromethyl)pyridine